4-(5-methyl-1H-indazol-4-yl)-2-(2-(2-propenoyl)-2,6-diazaspiro[3.4]octan-6-yl)-6,7-dihydro-5H-cyclopenta[b]pyridine-3-carbonitrile CC=1C(=C2C=NNC2=CC1)C1=C2C(=NC(=C1C#N)N1CC3(CN(C3)C(C=C)=O)CC1)CCC2